2-(((1R)-1-(2-cyano-3-(5,5-difluoro-hexahydrocyclopenta[c]pyrrol-2(1H)-yl)-7-methylquinoxalin-5-yl)ethyl)-amino)benzoic acid C(#N)C1=NC2=CC(=CC(=C2N=C1N1CC2C(C1)CC(C2)(F)F)[C@@H](C)NC2=C(C(=O)O)C=CC=C2)C